N-(2-pyridylmethyl)-N'-[2-thienylmethyl]-N'-(5,6,7,8-tetrahydro-8-quinolinyl)-1,4-xylylenediamine N1=C(C=CC=C1)CNCC1=CC=C(C=C1)CN(C1CCCC=2C=CC=NC12)CC=1SC=CC1